4-methyl-2-nitro-1-(2,2,2-trifluoro-1-methoxyethyl)benzene CC1=CC(=C(C=C1)C(C(F)(F)F)OC)[N+](=O)[O-]